C1=C(C=CC=2C3=CC=C(C=C3NC12)C1=CC=C(N(C2=CC=CC=C2)C2=CC=CC=C2)C=C1)C1=CC=C(N(C2=CC=CC=C2)C2=CC=CC=C2)C=C1 4,4'-(9H-carbazole-2,7-diyl)bis(N,N-diphenylaniline)